ClC1=NC(=C(C(=N1)Cl)F)C#C[Si](C(C)C)(C(C)C)C(C)C 2,4-dichloro-5-fluoro-6-((triisopropylsilyl)ethynyl)pyrimidine